1,1,3,3-Tetramethylbutylhydroperoxid CC(CC(C)(C)C)(C)OO